C(C)(C)(C)OC(NCC(O)C1=CC=C(C=C1)N)=O (2-(4-aminophenyl)-2-hydroxyethyl)carbamic acid tert-butyl ester